[(2-methacryloxyethyl)amino]-9,10-anthraquinone C(C(=C)C)(=O)OCCNC1=CC=CC=2C(C3=CC=CC=C3C(C12)=O)=O